2-Methyl-1-phenylcyclohexanol CC1C(CCCC1)(O)C1=CC=CC=C1